7-(2-aminoethyl)-2,3-dimethyl-6,7,8,9-tetrahydro-1H-benzo[7]annulene-1,4(5H)-dione NCCC1CCC2=C(CC1)C(C(=C(C2=O)C)C)=O